2-[(2E)-2-(aminomethyl)-3-fluoroprop-2-en-1-yl]-4-({5-[2-(methylsulfanyl)pyrimidin-5-yl]thiophen-2-yl}methyl)-2,4-dihydro-3H-1,2,4-triazol-3-one hydrochloride Cl.NC/C(/CN1N=CN(C1=O)CC=1SC(=CC1)C=1C=NC(=NC1)SC)=C\F